ethyl phenyl(piperidin-4-yl)carbamate C1(=CC=CC=C1)N(C(OCC)=O)C1CCNCC1